B(O)(O)C[C@@H](C(=O)O)NC(=O)OCC1C2=CC=CC=C2C=2C=CC=CC12 (2S)-3-borono-2-(9H-fluoren-9-ylmethoxycarbonylamino)propanoic acid